1-methyl-4-(1-Phenoxyprop-1-en-2-yl)benzene CC1=CC=C(C=C1)C(=COC1=CC=CC=C1)C